OCCN(CCO)CC(=O)O bis(2-hydroxyethyl)aminoacetic acid